neopentyl carbamate C(N)(OCC(C)(C)C)=O